C1CC12CN(C2)C2=CC(=C(C(=O)N1COC3=C(C1)C=CC=C3C3=CC(=C(C(=O)O)C=C3F)N3C1COCC3CC1)C(=C2)Cl)Cl 4-[3-[4-(5-Azaspiro[2.3]hexan-5-yl)-2,6-dichlorobenzoyl]-2,4-dihydro-1,3-benzoxazin-8-yl]-5-fluoro-2-(3-oxa-8-azabicyclo[3.2.1]octan-8-yl)benzoic acid